C(C)(=O)OCN1C(N(C(C(=C1)Br)=O)CCSC)=O [5-bromo-3-(2-methylsulfanyl-ethyl)-2,4-dioxo-3,4-dihydro-2H-pyrimidin-1-yl]-methyl acetate